(R)-1-(4-chloro-3-methylphenyl)-N-(3-cyclopropyl-2H-pyrazol-5-yl)-5-oxopyrrolidine-3-carboxamide ClC1=C(C=C(C=C1)N1C[C@@H](CC1=O)C(=O)NC=1C=C(NN1)C1CC1)C